Cl.N[C@@H]1C=C(CCC1)C1=C2C(=C(NC2=C(C=C1F)C(=O)N)C)C (S)-4-(3-aminocyclohex-1-en-1-yl)-5-fluoro-2,3-dimethyl-1H-indole-7-carboxamide hydrochloride